arachidyl tetracos-15-enoate C(CCCCCCCCCCCCCC=CCCCCCCCC)(=O)OCCCCCCCCCCCCCCCCCCCC